C(C1=CC=CC=C1)OC=1C=C(C2=CC=CC=C2C1)C1=C(C=2NC(NC(C2C=N1)=O)=O)F 7-(3-(benzyloxy)naphthalen-1-yl)-8-fluoropyrido[4,3-d]pyrimidine-2,4(1H,3H)-dione